C(C1=CC=CC=C1)N1C([C@H](NC([C@@H]1C)=O)CC(=O)OC)=O methyl [(2R,5S)-4-benzyl-5-methyl-3,6-dioxopiperazin-2-yl]acetate